9-(4-chlorobiphenyl-2-yl)-phenanthrene ClC1=CC(=C(C=C1)C1=CC=CC=C1)C=1C2=CC=CC=C2C=2C=CC=CC2C1